monocarbon oxide [C]=O